ClC(C(=O)[O-])(F)F chlorodifluoroacetate